ethyl 6-(N-(5-chloro-2-(4-ethoxypiperidin-1-yl) pyridin-3-yl) aminosulfonyl)-7-fluorobenzofuran-2-carboxylate ClC=1C=C(C(=NC1)N1CCC(CC1)OCC)NS(=O)(=O)C1=C(C2=C(C=C(O2)C(=O)OCC)C=C1)F